2-(4-Isopropoxy-3-nitrophenyl)-2-oxoethyl acetate C(C)(=O)OCC(=O)C1=CC(=C(C=C1)OC(C)C)[N+](=O)[O-]